2,4-diamino-2,4-dimethylpentan-3-one dihydrobromide salt Br.Br.NC(C)(C(C(C)(C)N)=O)C